1-(2,6-dioxo-3-piperidyl)-2-oxo-N-(1-phenylethyl)benzo[cd]indole-5-carboxamide O=C1NC(CCC1N1C(C2=C3C(C=CC=C13)=C(C=C2)C(=O)NC(C)C2=CC=CC=C2)=O)=O